allyl N-[2-(chloromethylamino)-2-oxo-ethyl]carbamate ClCNC(CNC(OCC=C)=O)=O